C1CCC2=C(C=3CCCC3C=C12)NC(=O)NS(=O)(=O)/C=C/CN(C(=O)C1CCCCC1)C (E)-N-(3-(N-((1,2,3,5,6,7-hexahydro-s-indacen-4-yl)carbamoyl)sulfamoyl)allyl)-N-methylcyclohexanecarboxamide